N(=[N+]=[N-])CCOCCOCCOCCNC(CC[C@@H](C(=O)O)NC(CCCCCCCCCCCCCCCS(=O)(=O)O)=O)=O (S)-1-azido-13-oxo-16-(16-sulfohexadecanamido)-3,6,9-trioxa-12-azaheptadecan-17-oic acid